ClC1=C(C=CC(=C1)S(=O)(=O)C)NCC#CC=1N(C=2C=CC=C(C2C1)NC1CCC(CC1)N1CC2(COC2)C1)CC(F)(F)F 2-{3-[(2-chloro-4-methanesulfonylphenyl)amino]prop-1-yn-1-yl}-N-[(1R,4R)-4-{2-oxa-6-azaspiro[3.3]heptan-6-yl}cyclohexyl]-1-(2,2,2-trifluoroethyl)-1H-indol-4-amine